(5S)-2-{trans-3-[(7-bromopyrrolo[2,1-f][1,2,4]triazin-4-yl)oxy]cyclobutyl}-5-(3,5-difluorophenyl)-2,5,6,7-tetrahydro-3H-pyrrolo[2,1-c][1,2,4]triazol-3-one BrC1=CC=C2C(=NC=NN21)O[C@@H]2C[C@H](C2)N2N=C1N(C2=O)[C@@H](CC1)C1=CC(=CC(=C1)F)F